[(1R)-1-({[(2-chloro-5-bromo-benzoyl)amino]acetyl}amino)-3-methylbutyl]boric Acid ClC1=C(C(=O)NCC(=O)N[C@@H](CC(C)C)OB(O)O)C=C(C=C1)Br